BrC1=C2CCN([C@@H](C2=C(C=C1)O)CN1C(C2=CC=CC=C2C1=O)O)C(=O)OC(C)(C)C tert-Butyl (1S)-5-bromo-8-hydroxy-1-((1-hydroxy-3-oxoisoindolin-2-yl)methyl)-3,4-dihydroisoquinoline-2(1H)-carboxylate